NCC1C(N(CC1)C1=CC=CC=C1)=O (aminomethyl)-1-phenylpyrrolidin-2-one